C1(=CC=CC=C1)N=C1C=CC2=NC3=CC=CC=C3SC2=C1 3-phenylimino-3H-phenothiazine